(R)-N-(4-bromo-2-fluoro-6-(isopropylamino)phenyl)-1-methyl-5-oxopyrrolidine-3-carboxamide BrC1=CC(=C(C(=C1)NC(C)C)NC(=O)[C@H]1CN(C(C1)=O)C)F